C(C)OC1=NC=C(C=C1NS(=O)(=O)C1=C(C=C(C=C1)F)F)C=1C=C2C(=NC=NC2=CC1)N1CCN(CC1)C(\C=C\C(C)=O)=O (E)-N-(2-ethoxy-5-(4-(4-(4-oxopent-2-enoyl)piperazin-1-yl)quinazolin-6-yl)pyridin-3-yl)-2,4-difluoro-benzene-sulfonamide